[(trifluoromethyl)sulfanyl]indolizine-2-carboximidamide FC(F)(F)SC=1C(=CN2C=CC=CC12)C(N)=N